copper gadoleate C(CCCCCCC\C=C/CCCCCCCCCC)(=O)[O-].[Cu+2].C(CCCCCCC\C=C/CCCCCCCCCC)(=O)[O-]